(Z)-1-(((1r,4r)-4-aminocyclohexyl)methyl)-3-((3,5-dimethyl-1H-pyrrol-2-yl)methylene)-6-(1H-pyrazol-3-yl)indol-2-one hydrochloride Cl.NC1CCC(CC1)CN1C(\C(\C2=CC=C(C=C12)C1=NNC=C1)=C/C=1NC(=CC1C)C)=O